FC(C=1C=C(C=CC1)C1=C(N(C2=NC=C(C=C21)C=2C(=NN(C2)C2CCN(CC2)C)OC)S(=O)(=O)C2=CC=C(C)C=C2)CC)F 3-(3-(difluoromethyl)phenyl)-2-ethyl-5-(3-methoxy-1-(1-methylpiperidin-4-yl)-1H-pyrazol-4-yl)-1-tosyl-1H-pyrrolo[2,3-b]pyridine